NC=1C2=C(N=CN1)N(C(=C2C2=CC=C(C=C2)OC2=CC=CC=C2)C#CC2CCN(CC2)C(=O)OC(C)(C)C)C(C(=O)OC)C tert-butyl 4-{2-[4-amino-7-(1-methoxy-1-oxopropan-2-yl)-5-(4-phenoxyphenyl)-7H-pyrrolo[2,3-d]pyrimidin-6-yl]ethynyl}piperidine-1-carboxylate